cyclopentadienyl-(p-toluenesulfonyl)ruthenium chloride C1(C=CC=C1)[Ru](S(=O)(=O)C1=CC=C(C)C=C1)Cl